F[P-](F)(F)(F)(F)F.N1(CCCC1)[CH+]N1CCCC1 bistetrahydropyrrolyl-carbenium hexafluorophosphate